2-[2,6-difluoro-4-[3-[1-[5-(methoxymethyl)pyrimidin-2-yl]-4-piperidyl]propoxy]phenyl]-1-[3-[[[(2S,3R,4R,5R)-2,3,4,5,6-pentahydroxyhexyl]amino]methyl]azetidin-1-yl]ethanone FC1=C(C(=CC(=C1)OCCCC1CCN(CC1)C1=NC=C(C=N1)COC)F)CC(=O)N1CC(C1)CNC[C@@H]([C@H]([C@@H]([C@@H](CO)O)O)O)O